vinylbisdecylamide C(=C)CCCCCCCCCC[N-]CCCCCCCCCC